6-hydroxy-5'-methyl-4-pentyl-2'-(prop-1-en-2-yl)-1',2',3',4'-tetrahydro-[1,1'-biphenyl]-2-yl methyl methylphosphonate CP(OC1=C(C(=CC(=C1)CCCCC)O)C1C(CCC(=C1)C)C(=C)C)(OC)=O